ClC1=C(C=CC=C1Cl)N1[C@H]2CN([C@@H](C1)C2)CC=2C=C1CN(C(C1=CC2)=O)C2C(NC(CC2)=O)=O 3-(5-(((1R,4R)-5-(2,3-dichlorophenyl)-2,5-diazabicyclo[2.2.1]heptane-2-yl)methyl)-1-oxoisoindolin-2-yl)piperidine-2,6-dione